10,11-dimethylpyrido[3,4-b]carbazol-7-ol CN1C2=CC=C(C=C2C=2C=C3C(=C(C12)C)C=NC=C3)O